NC1=C(C=C(C(=C1)Cl)Br)C(CC1=CC(=CC(=C1)C)F)=O 1-(2-amino-5-bromo-4-chloro-phenyl)-2-(3-fluoro-5-methyl-phenyl)-ethanone